1-cyclopropyl-6-fluoro-7-piperazin-1-yl-quinolin-4(1H)-one-3-carboxylic acid C1(CC1)N1C=C(C(C2=CC(=C(C=C12)N1CCNCC1)F)=O)C(=O)O